CC1(OCCC(C1)N1CCC(CC1)NC1=C(C=C(C=C1)S(=O)(=O)NC(C1=C(C=CC=C1)OC=1C=C2C(=NC1)NC=C2)=O)[N+](=O)[O-])C N-[{4-([1-(2,2-dimethyltetrahydro-2H-pyran-4-yl)piperidin-4-yl]amino)-3-nitrophenyl}sulfonyl]-2-(1H-pyrrolo[2,3-b]pyridin-5-yloxy)benzamide